O1C(CCCC1)CNC(=O)C=1N=NC=CN1 N-((tetrahydro-2H-pyran-2-yl)methyl)-1,2,4-triazine-3-carboxamide